C[Si](O[Si](C)(C)CCCC(=O)OCC1=CC=CC=C1)(C)CCCC(=O)OCC1=CC=CC=C1 Dibenzyl 4,4'-(1,1,3,3-tetramethyldisiloxane-1,3-diyl)dibutyrate